5-(6-methyl-5-(1-(pyridin-2-ylmethyl)-1H-pyrrol-3-yl)pyridazin-3-yl)pyrimidine-2,4(1H,3H)-dione CC1=C(C=C(N=N1)C=1C(NC(NC1)=O)=O)C1=CN(C=C1)CC1=NC=CC=C1